3-methyl-2-(4-((8-methyl-8H-thieno[2,3-b]indole-2-carboxamido)methyl)phenyl)butanoic acid CC(C(C(=O)O)C1=CC=C(C=C1)CNC(=O)C1=CC2=C(N(C3=CC=CC=C23)C)S1)C